COC1=NC=NC2=C1N=CN2[C@H]3[C@@H]([C@@H]([C@H](O3)CO)O)O The molecule is inosine carrying a methyl substituent on the oxygen at position 6 on the hypoxanthine ring. It has a role as a metabolite. It derives from an inosine.